(S)-3-methyl-7-((3-methylpiperidin-1-yl)methyl)-1-((2-(trimethylsilyl)ethoxy)methyl)-1H-pyrrolo[3,2-b]pyridine-5-carboxylic acid CC1=CN(C=2C1=NC(=CC2CN2C[C@H](CCC2)C)C(=O)O)COCC[Si](C)(C)C